ClC1=C(C=C(C=C1)C=1C(=CC=C2C(C=C(OC12)C(F)(F)F)=O)O)C(F)(F)F 8-(4-chloro-3-(trifluoromethyl)phenyl)-7-hydroxy-2-(trifluoromethyl)-4H-chromen-4-one